FC(C=1C(=C(C=C2NC(C=3N(C12)C(=NN3)C)(C)C)F)C3=C1C=NN(C1=CC(=C3)F)S(=O)(=O)C)F 9-(Difluoro-methyl)-7-fluoro-8-(6-fluoro-1-methylsulfonyl-1H-indazol-4-yl)-1,4,4-trimethyl-5H-[1,2,4]triazolo[4,3-a]quinoxaline